Cl.N[C@@H](C(C(=O)O)O)CC1=CC=C(C=C1)F (3R)-3-amino-4-(4-fluorophenyl)-2-hydroxylbutanoic acid hydrochloride